trans-Methyl 4-(((trans-4-(6-cyano-5-methoxypyridin-2-yl)cyclohexyl)methyl)(3-(2-cyclopropylthiazol-5-yl)phenyl)carbamoyl)cyclohexanecarboxylate C(#N)C1=C(C=CC(=N1)[C@@H]1CC[C@H](CC1)CN(C(=O)[C@@H]1CC[C@H](CC1)C(=O)OC)C1=CC(=CC=C1)C1=CN=C(S1)C1CC1)OC